6-Methacryloyloxymethyldinaphthothiophene C(C(=C)C)(=O)OCC1=CC=2C=CC=CC2C=2C3=C(SC21)C=2C=CC=CC2C=C3